C(#N)C1=NC=C(C(=C1)C1=CC=2N(C=C1)N=C(C2)NC(=O)C2CC2)OC[C@@H]2CNCCC2 N-[5-[2-cyano-5-[[(3S)-3-piperidyl]methoxy]-4-pyridyl]pyrazolo[1,5-a]pyridin-2-yl]cyclopropanecarboxamide